C(CCCCCCCCCCC)[N+](C)(CCCCCCCCCCCC)CCCCCCCCCCCC tri(dodecyl)methyl-ammonium